C(C)(C)(C)OC(=O)N1CCN(CC1)C1=CC=C(C=C1)NC1(CC(C1)C(=O)OC)C(N)=O.C(CCCCCCCCCCCCCCCCC)N(O)CCCCCCCCCCCCCCCCCC N,N-dioctadecylhydroxylamine Tert-Butyl-4-[4-[(1-Carbamoyl-3-Methoxycarbonyl-Cyclobutyl)Amino]Phenyl]Piperazine-1-Carboxylate